2,2'-((((2-(3-(2-aminoethyl)-2-oxoimidazolidin-1-yl)ethyl)azanediyl)bis(eth-ane-2,1-diyl))bis(azanediyl))diacetonitrile NCCN1C(N(CC1)CCN(CCNCC#N)CCNCC#N)=O